C(C1=CC=CC=C1)OC1=C(C=C(C=C1)B(O)O)F (4-(benzyloxy)-3-fluorophenyl)boronic acid